CC=1C=C(C=CC1)CN1C2=CC=CC(=C2C=2C(=CC=CC12)C(C(=O)O)=O)C(N)=O {9-[(3-methylphenyl)methyl]-5-carbamoylcarbazole-4-yl}oxoacetic acid